C1(CCCCC1)OC(C)OC(=O)C1C2C=CC(C1)C2 5-(1-(1-cyclohexyloxy)ethoxycarbonyl)-bicyclo[2.2.1]Hept-2-ene